NC1=C(C2=C(N=C(N=C2)C=C)N1C1=C(C(=CC=C1C)OC)C)C(=O)N 6-amino-7-(3-methoxy-2,6-dimethylphenyl)-2-vinyl-7H-pyrrolo[2,3-d]pyrimidine-5-carboxamide